[Cl-].P phosphine chloride salt